Hydroxyethanesulfonic Acid CC(O)S(=O)(=O)O